CC(CN1C(C=CC2=C1N=C(N=C2)N[C@@H](C)C2=CC=C(C=C2)CN2CCN(CC2)C(C(=C)C)=O)=O)(C)C 8-(2,2-Dimethylpropyl)-2-{[(1S)-1-(4-{[4-(2-methylacryloyl)piperazin-1-yl]methyl}phenyl)ethyl]amino}pyrido[2,3-d]pyrimidin-7(8H)-on